4-(4-(4-(2-fluorophenyl)piperidin-1-yl)quinazolin-6-yl)pyridin-2-amine FC1=C(C=CC=C1)C1CCN(CC1)C1=NC=NC2=CC=C(C=C12)C1=CC(=NC=C1)N